C(CCCCCCCCCCCCC)(=O)OCC1CO1 glycidyl normal tetradecanoate